methyl (2S)-2-[[(2S)-2-amino-4-[5-[bis(2-chloroethyl)amino]-1-methyl-benzimidazol-2-yl]butanoyl]amino]-4-methyl-pentanoate N[C@H](C(=O)N[C@H](C(=O)OC)CC(C)C)CCC1=NC2=C(N1C)C=CC(=C2)N(CCCl)CCCl